(Z)-(4-(2-cyanovinyl)phenethyl)carbamate C(#N)\C=C/C1=CC=C(CCNC([O-])=O)C=C1